1-(4-(4-amino-7-methyl-5-(4-((4-methylpyrimidin-2-yl)oxy)phenyl)-7H-pyrrolo[2,3-d]pyrimidin-6-yl)phenyl)-3-methyl-1,5-dihydro-2H-pyrrol-2-one NC=1C2=C(N=CN1)N(C(=C2C2=CC=C(C=C2)OC2=NC=CC(=N2)C)C2=CC=C(C=C2)N2C(C(=CC2)C)=O)C